ClC=1C(=NC(=NC1)N1[C@H](CN(CC1)C(=O)OC(C)(C)C)CO)NC=1C=NC=2N(C(C(=CC2C1)OCC(=O)NC)=O)C(C)C tert-butyl (R)-4-(5-chloro-4-((8-isopropyl-6-(2-(methylamino)-2-oxoethoxy)-7-oxo-7,8-dihydro-1,8-naphthyridin-3-yl)amino)pyrimidin-2-yl)-3-(hydroxymethyl)piperazine-1-carboxylate